N1(CCCC1)C(=O)[C@H]1CCCC=2N1C(N(N2)CC2=CC(=NC=C2)C(F)(F)F)=O |r| (5RS)-5-(Pyrrolidin-1-ylcarbonyl)-2-{[2-(trifluoromethyl)pyridin-4-yl]methyl}-5,6,7,8-tetrahydro[1,2,4]triazolo[4,3-a]pyridin-3(2H)-one